C(#N)C1=C(C=C(C=C1)C[C@@H](CO)NC(OC(C)(C)C)=O)F tert-butyl N-[(2S)-1-(4-cyano-3-fluorophenyl)-3-hydroxypropan-2-yl]carbamate